BrC1=CC=C2C(N(C(C2=C1)=O)C=1C=C(C=CC1C(=O)O)C1=CC(=C(C=C1)F)F)=O 6-bromo-2-(4-carboxy-3',4'-difluoro[1,1'-biphenyl]-3-yl)-1,3-dioxo-2,3-dihydro-1H-isoindole